N1=CC=C(C=C1)/C=C/C(=O)O[C@H]1CC=2C=C3C=CC(OC3=CC2OC1(C)C)=O (S)-8,8-dimethyl-2-oxo-7,8-dihydro-2H,6H-pyrano[3,2-g]chromen-7-yl (E)-3-(pyridin-4-yl)acrylate